(S)-N-((1S,2S,4R)-2,4-dihydroxy-4-(trifluoromethyl)cyclohexyl)-4-(5-(5-fluoro-2-methoxypyridin-4-yl)-1H-pyrazole-3-carbonyl)-4-azaspiro[2.5]Octane-7-carboxamide O[C@@H]1[C@H](CC[C@@](C1)(C(F)(F)F)O)NC(=O)[C@H]1CCN(C2(CC2)C1)C(=O)C1=NNC(=C1)C1=CC(=NC=C1F)OC